bis(p-isocyanatocyclohexyl)-N-methylamine N(=C=O)C1CCC(CC1)N(C)C1CCC(CC1)N=C=O